CCCCCCCC(=O)OC1=CC=C(C=C1)C cresyl caprylate